FC(C1OC(C(=N1)C)=O)F 2-(difluoromethyl)-4-methyl-oxazol-5(2H)-one